5-(3,5-dimethoxy-4-(2-(4-(piperidin-4-yloxy)piperidin-1-yl)ethyl)phenyl)-3,4-dimethyl-1-propylpyridin-2(1H)-one COC=1C=C(C=C(C1CCN1CCC(CC1)OC1CCNCC1)OC)C=1C(=C(C(N(C1)CCC)=O)C)C